C(C)(C)(C)OC(=O)N[C@@H]1C(N(C=2C(OC1)=CC=C[N+]2[O-])C)=O (S)-3-((tert-butoxycarbonyl)amino)-5-methyl-4-oxo-2,3,4,5-tetrahydropyrido[3,2-b][1,4]oxazepine 6-oxide